1-(1-cyclopropyl-pyrazol-3-yl)-2-methyl-propan-1-one C1(CC1)N1N=C(C=C1)C(C(C)C)=O